6-[3-(2,2-difluoroethyl)-3,6-diazabicyclo[3.1.1]heptan-6-yl]-1-(2,4-difluorophenyl)pyrazolo[3,4-d]pyrimidin-4-ol FC(CN1CC2N(C(C1)C2)C2=NC(=C1C(=N2)N(N=C1)C1=C(C=C(C=C1)F)F)O)F